(2S,3S,4R)-2,3,4,5-Tetrakis(benzyloxy)pentan-1-amine C(C1=CC=CC=C1)O[C@@H](CN)[C@@H]([C@@H](COCC1=CC=CC=C1)OCC1=CC=CC=C1)OCC1=CC=CC=C1